C1=CC=CC=2C3=CC=CC=C3C(=CC12)C1=CC=C(C=C1)C1=NC=C(C=N1)C1=CC(=CC(=C1)C1=CC2=CC=CC=C2C=C1)C1=CC2=CC=CC=C2C=C1 2-{4-(phenanthren-9-yl)phenyl}-5-{3,5-bis(naphthalen-2-yl)phenyl}pyrimidine